NC1=C(C(=NN1C(C(F)(F)F)C)C1=CC=C(C=C1)B1OC(C(O1)(C)C)(C)C)C#N 5-Amino-3-[4-(4,4,5,5-tetramethyl-1,3,2-dioxaborolan-2-yl)phenyl]-1-(1,1,1-trifluoropropan-2-yl)pyrazole-4-carbonitrile